C1=CC=C2C(=C1)C=CC(=O)[NH+]2[O-] Quinolone N-oxide